C(=C)C1=NC=CC(=C1)CN1C[C@@H](CCC1)NC(OC(C)(C)C)=O tert-butyl N-[(3R)-1-[(2-ethenylpyridin-4-yl)methyl]piperidin-3-yl]carbamate